C(C)(C)(C)OC(NCC=1C=C2C=CC=NC2=C(C1)OC1=CC=C(C=C1)C(F)(F)F)=O ((8-(4-(trifluoromethyl)phenoxy)quinolin-6-yl)methyl)carbamic acid tert-butyl ester